(5-methyl-6-(((2R,6S)-6-(p-tolyl)tetrahydro-2H-pyran-2-yl)methylamino)pyrimidin-4-yl)methanone CC=1C(=NC=NC1NC[C@@H]1O[C@@H](CCC1)C1=CC=C(C=C1)C)C=O